isonicotinaldehyde oxime C(C1=CC=NC=C1)=NO